2,3,7-triazabicyclo[3.2.1]octane-2-carboxylate C12N(NCC(CN1)C2)C(=O)[O-]